ClC1=C(CN2C(C=3N(CC2)N=C(C3C)C(=O)OCC)=O)C=CC=C1 ethyl 5-(2-chlorobenzyl)-3-methyl-4-oxo-4,5,6,7-tetrahydropyrazolo[1,5-a]pyrazine-2-carboxylate